The molecule is an ammonium ion that is the conjugate acid of N-carbamoylputrescine, arising from protonation of the primary amino group; major species at pH 7.3. It is an ammonium ion derivative and an organic cation. It is a conjugate acid of a N-carbamoylputrescine. C(CCNC(=O)N)C[NH3+]